(1-(2-(1-hydroxyethyl)-6-tosylimidazo[4,5-d]pyrrolo[2,3-b]pyridin-1(6H)-yl)azetidin-3-yl)carbamic acid tert-butyl ester C(C)(C)(C)OC(NC1CN(C1)N1C(=NC=2C1=C1C(=NC2)N(C=C1)S(=O)(=O)C1=CC=C(C)C=C1)C(C)O)=O